FC=1C=C2C(=C(NC2=CC1F)C1=CC=C(C=C1)F)C1=NN=C(O1)N[C@@H]1C(NCC1)=O (3S)-3-({5-[5,6-difluoro-2-(4-fluorophenyl)-1H-indol-3-yl]-1,3,4-oxadiazol-2-yl}amino)pyrrolidin-2-one